FC1(CCN(CC1)C1CCOCC1)COC1=C(C=C(C=C1)S(=O)(=O)N)[N+](=O)[O-] 4-((4-fluoro-1-(tetrahydro-2H-pyran-4-yl)piperidin-4-yl)methoxy)-3-nitrobenzenesulfonamide